(1R,2S,5R)-N-(4-methoxyphenyl)-5-methyl-2-(1-methylethyl)cyclohexanecarboxamide ethyl-3-(2-amino-4,6-dimethoxy-pyrimidin-5-yl)-propionate C(C)OC(CCC=1C(=NC(=NC1OC)N)OC)=O.COC1=CC=C(C=C1)NC(=O)[C@H]1[C@@H](CC[C@H](C1)C)C(C)C